CNCCCCCN1CCC(CC1)N1N=CC2=CC=CC=C12 1-(1-(5-(methylamino)pentyl)piperidin-4-yl)-1H-indazol